(S,E)-2-((tert-butyldimethylsilyl)oxy)-3-(octadeca-2-en-1-yloxy)propan-1-ol [Si](C)(C)(C(C)(C)C)O[C@@H](CO)COC\C=C\CCCCCCCCCCCCCCC